7-((2-(2,6-dioxopiperidin-3-yl)-1,3-dioxoisoindolin-4-yl)amino)heptanamide O=C1NC(CCC1N1C(C2=CC=CC(=C2C1=O)NCCCCCCC(=O)N)=O)=O